C[C@H](CCCC(C)C)[C@H]1CC[C@@H]2[C@@]1(CC[C@H]3[C@H]2[C@@H](C=C4[C@@]3(CC[C@@H](C4)O)C)O)C 7-α-hydroxycholesterol